glycerol bis(thioglycolate) C(CS)(=O)OCC(OC(CS)=O)CO